C1(CC1)C1=CC=C2C(=NC(N(C2=C1)C=1C(=NC=CC1)OC(F)F)=O)NC 7-Cyclopropyl-1-(2-(difluoromethoxy)pyridin-3-yl)-4-(methylamino)quinazolin-2(1H)-one